6-bromo-4-chloro-3-iodo-5-methyl-1H-indazole BrC1=C(C(=C2C(=NNC2=C1)I)Cl)C